methyl N-(tert-butoxycarbonyl)-O-(tert-butyldiphenylsilyl)-D-serinate C(C)(C)(C)OC(=O)N[C@H](CO[Si](C1=CC=CC=C1)(C1=CC=CC=C1)C(C)(C)C)C(=O)OC